4-(trifluoromethyl)cyclohexanone FC(C1CCC(CC1)=O)(F)F